ClC=1C=C2CO[C@]3(O[C@@H]([C@H]([C@@H]([C@H]3O)O)O)C)C2=CC1C(=O)C1=CC=C(C=C1)C(F)(F)F ((1S,3'R,4'S,5'S,6'R)-5-chloro-3',4',5'-trihydroxy-6'-methyl-3',4',5',6'-tetrahydro-3H-spiro[isobenzofuran-1,2'-pyran]-6-yl)(4-(trifluoromethyl)phenyl)ketone